3-(4,5-dihydro-1-imidazolyl)propyllithium N1(C=NCC1)CCC[Li]